(R)-7-(3-(aminomethyl)pyrrolidine-1-carbonyl)-4-(o-tolyl)-2H-chromen-2-one hydrochloride Cl.NC[C@@H]1CN(CC1)C(=O)C1=CC=C2C(=CC(OC2=C1)=O)C1=C(C=CC=C1)C